C1(CC1)C1=NC=2N(C=C1)N=CC2C(=O)NC2=NC=CC(=C2)C2=NN(C=N2)C 5-cyclopropyl-N-(4-(1-methyl-1H-1,2,4-triazol-3-yl)pyridin-2-yl)pyrazolo[1,5-a]pyrimidin-3-carboxamide